O=C([C@H](O)[C@@H](O)[C@H](O)[C@H](O)CO)OC(C)N(C)C dimethylaminoethanol gluconate